[Pd].C1(=CC=CC=C1)O.[P] phosphorus phenol palladium